6-[4-(5-{2,7-Diazaspiro[3.5]nonan-2-ylmethyl}pyridin-2-yl)-2,3-dihydroindol-1-yl]-N-[(1R,2S)-2-fluorocyclopropyl]-8-(methylamino)imidazo[1,2-b]pyridazine-3-carboxamide trifluoroacetate FC(C(=O)O)(F)F.C1N(CC12CCNCC2)CC=2C=CC(=NC2)C2=C1CCN(C1=CC=C2)C=2C=C(C=1N(N2)C(=CN1)C(=O)N[C@H]1[C@H](C1)F)NC